6-methyl-N-(2-(4-methylpiperazin-1-yl)-5-(4-((3-morpholinopropyl)carbamoyl)-1H-1,2,3-triazol-1-yl)phenyl)-4-(trifluoromethyl)nicotinamide CC1=NC=C(C(=O)NC2=C(C=CC(=C2)N2N=NC(=C2)C(NCCCN2CCOCC2)=O)N2CCN(CC2)C)C(=C1)C(F)(F)F